BrC1=CC(=C(C=N1)O)I 6-bromo-4-iodopyridin-3-ol